ClC=1C(NSC1Cl)=O 4,5-dichloro-3-oxoisothiazole